C(C)(C)(C)[Si](C)(C)OC(COC1=C(C=CC=C1Br)Br)C1=C(C=C(C=C1)Cl)F tert-butyl(1-(4-chloro-2-fluorophenyl)-2-(2,6-dibromophenoxy)ethoxy)dimethylsilane